ethyl 5-(((1,3-dioxoisoindolin-2-yl) oxy) methyl)-1-(4-(3-fluoro-5-(trifluoromethyl) benzyl) pyridin-2-yl)-1H-pyrazole-4-carboxylate O=C1N(C(C2=CC=CC=C12)=O)OCC1=C(C=NN1C1=NC=CC(=C1)CC1=CC(=CC(=C1)C(F)(F)F)F)C(=O)OCC